ClC=1C=C(OCC(=O)NC)C=C(C1CC1=CC(=C(C=C1)O)C1=NNC=C1)Cl 2-(3,5-dichloro-4-(4-hydroxy-3-(1H-pyrazol-3-yl)benzyl)phenoxy)-N-methylacetamide